CC1(NC(CC(C1)C(CCCCCN)(N)C1CC(NC(C1)(C)C)(C)C)(C)C)C bis(2,2,6,6-tetramethyl-4-piperidyl)1,6-hexanediamine